Cyclopropanecarboxylic acid [3-(4-amino-2-propyl-1H-imidazo[4,5-c]quinolin-1-yl)propoxy]amide NC1=NC=2C=CC=CC2C2=C1N=C(N2CCCONC(=O)C2CC2)CCC